Cl.C1OCC12CNCCC2 2-oxa-6-azaspiro[3.5]nonane hydrochloride